CN1OC([C@H]2[C@H]1C(C[C@](C2)(C2=C(C=CC=C2)SC)C)C)(C)C |r| rac-(3ar,5r,7ar)-1,3,3,5,7-pentamethyl-5-(2-(methylsulfanyl)phenyl)-octahydrobenzo[c]isoxazole